ClC1=NC=C(C(=C1)N[C@@H]1CC[C@H](CC1)CC#N)[N+](=O)[O-] 2-[Trans-4-[(2-chloro-5-nitropyridin-4-yl)amino]cyclohexyl]acetonitrile